dibromo(benzene) BrC1=C(C=CC=C1)Br